CSC1=NC(=NC(=N1)NC(C)(C)C)NC1CC1 2-methylthio-4-tertiary-butylamino-6-cyclopropylamino-s-triazine